Cyclopropylmethyl 2-((1-oxo-3,4-dihydro-2,7-naphthyridin-2(1H)-yl)methyl)benzofuran-7-carboxylate O=C1N(CCC2=CC=NC=C12)CC=1OC2=C(C1)C=CC=C2C(=O)OCC2CC2